C[C@@H]1CN(CC[C@@H]1NC1=NC=C(C(=N1)C1=CN=C(S1)C(C)O)C(F)(F)F)S(=O)(=O)C=1C=NN(C1)C 1-(5-(2-(((3R,4S)-3-methyl-1-((1-methyl-1H-pyrazol-4-yl)sulfonyl)piperidin-4-yl)amino)-5-(trifluoromethyl)pyrimidin-4-yl)thiazol-2-yl)ethan-1-ol